5-(2-ethylphenoxy)benzoic acid C(C)C1=C(OC=2C=CC=C(C(=O)O)C2)C=CC=C1